C(C)C1(COC(OC1)C(C=O)(C)C)CO 2-(5-ethyl-5-hydroxymethyl-1,3-dioxane-2-yl)-2-methylpropane-1-aldehyde